C(CC(C)C)NC(=O)N1C(=NC=C1)OC N-iso-pentyl-2-methoxy-1H-imidazole-1-carboxamide